Magnesium-diammonium salt [NH4+].[NH4+].[Mg+2]